4-(2-((2-ethyl-6-methylthieno[2,3-d]pyrimidin-4-yl)amino)ethyl)phenol C(C)C=1N=C(C2=C(N1)SC(=C2)C)NCCC2=CC=C(C=C2)O